N-(S)-(4-((3-chloro-4-fluorophenyl)carbamoyl)-7-fluoro-2,3-dihydro-1H-inden-1-yl)carbamic acid O-oxazol-4-ylmethyl ester O1C=NC(=C1)COC(NC1CCC2=C(C=CC(=C12)F)C(NC1=CC(=C(C=C1)F)Cl)=O)=O